2-chloro-3-methoxynaphthalen-1-yl triflate O(S(=O)(=O)C(F)(F)F)C1=C(C(=CC2=CC=CC=C12)OC)Cl